FC(C1=C(C=CC=C1)N=C=S)(F)F 2-(trifluoromethyl)phenylisothiocyanate